NC=1C=NN2C1N(CCC2)C2=NC=CC(=N2)C=2C=C(C=CC2)C2=NOC(=C2)[C@]2(C(N(CC2)C)=O)O (R)-3-(3-(3-(2-(3-Amino-6,7-dihydropyrazolo[1,5-a]pyrimidin-4(5H)-yl)pyrimidin-4-yl)phenyl)isoxazol-5-yl)-3-hydroxy-1-methylpyrrolidin-2-one